{4-[4-({3-methyl-4-[(3S)-oxan-3-yloxy]phenyl}amino)pyrido[3,2-d]pyrimidin-6-yl]piperazin-1-yl}but-2-yn-1-one CC=1C=C(C=CC1O[C@@H]1COCCC1)NC=1C2=C(N=CN1)C=CC(=N2)N2CCN(CC2)C(C#CC)=O